O1CC(C1)N1N=CC(=C1)C1=CC=C(C=C1)CNC1=NC=NC=C1 N-({4-[1-(oxetan-3-yl)-1H-pyrazol-4-yl]Phenyl}methyl)pyrimidin-4-amine